CS(=O)(=O)C1=CC=C(C=C1)S(=O)(=O)C1=CC2=C(N=C(S2)NC(=O)C=2OC=CC2)C=C1 N-(6-(4-Methylsulfonylphenylsulfonyl)benzo[d]thiazol-2-yl)furan-2-carboxamide